FC(OC1=NC2=CC(=CC(=C2N=C1)C=1SC(=CN1)C1=C(C=CC(=C1)Cl)O)C)F 2-(2-(2-(difluoromethoxy)-7-methylquinoxalin-5-yl)thiazol-5-yl)-4-chlorophenol